3-(pentafluorothio)benzoic acid C1=CC(=CC(=C1)S(F)(F)(F)(F)F)C(=O)O